CC1=C(OCC(C)=O)C(=CC=C1)C 1-(2,6-dimethylphenoxy)-2-propanone